ClC1=CC=C(CN2C(=NC=3N(C(N(C(C23)=O)CCCO)=O)C)OC2=CC(=CC=C2)C(C)C)C=C1 7-(4-chlorobenzyl)-1-(3-hydroxypropyl)-8-(3-isopropylphenoxy)-3-methyl-1H-purine-2,6(3H,7H)-dione